2-(5-(triethylsilyl)thiophen-2-yl)pyridine (E)-3-(4-(phenylethynyl)phenyl)allyl-(2,2,2-trifluoroacetyl)glycinate C1(=CC=CC=C1)C#CC1=CC=C(C=C1)/C=C/CN(CC(=O)O)C(C(F)(F)F)=O.C(C)[Si](C1=CC=C(S1)C1=NC=CC=C1)(CC)CC